2-propoxy-1,3-dioxane-5,5-dimethanol C(CC)OC1OCC(CO1)(CO)CO